C(C1=CC=CC=C1)OC1=C2C3=C(NC2=CC=C1)C=NC(=C3COC)C(=O)OCC ethyl 5-benzyloxy-4-(methoxymethyl)-9H-pyrido[3,4-b]indole-3-carboxylate